OC1CN(C1)C1=CC=C2C3(CC=4C(=NOC4C2=C1)N(S(=O)(=O)C1=C(C=CC=C1)OC)C)CC3 N-(8'-(3-hydroxyazetidin-1-yl)-4'H-spiro[cyclopropane-1,5'-naphtho[2,1-d]isoxazol]-3'-yl)-2-methoxy-N-methylbenzenesulfonamide